5-(4-cyclopropylphenyl)-3-(ethylsulfanyl)-N-[2-(methylamino)-5-[(trifluoromethyl)sulfanyl]phenyl]pyridine-2-carboxamide C1(CC1)C1=CC=C(C=C1)C=1C=C(C(=NC1)C(=O)NC1=C(C=CC(=C1)SC(F)(F)F)NC)SCC